3-{4-[4-(6-aminopyridin-3-yl)piperazin-1-yl]-3-methyl-2-oxo-1,3-benzodiazol-1-yl}piperidine-2,6-dione NC1=CC=C(C=N1)N1CCN(CC1)C1=CC=CC=2N(C(N(C21)C)=O)C2C(NC(CC2)=O)=O